N-(3-(6-((1S,4S)-2,5-diazabicyclo[2.2.1]hept-2-ylmethyl)benzo[b]thiophene-2-carboxamido)-4-fluorophenyl)-2,3-dihydrobenzo[b][1,4]dioxine-6-carboxamide [C@@H]12N(C[C@@H](NC1)C2)CC=2C=CC1=C(SC(=C1)C(=O)NC=1C=C(C=CC1F)NC(=O)C1=CC3=C(OCCO3)C=C1)C2